N2-(3-((R)-1-(4-methyl-4H-1,2,4-triazol-3-yl)propan-2-yl)phenyl)-N4-(tetrahydrofuran-3-yl)pyridine-2,4-dicarboxamide CN1C(=NN=C1)C[C@@H](C)C=1C=C(C=CC1)NC(=O)C1=NC=CC(=C1)C(=O)NC1COCC1